C(C)(C)(C)OC(=O)N1C[C@@H](OCC1)CBr (R)-2-bromomethylmorpholine-4-carboxylic acid tert-butyl ester